O=C1NC(CCC1N1CC=2C=C(C=C(C2C1=O)C#N)C)=O 2-(2,6-dioxopiperidin-3-yl)-6-methyl-3-oxoisoindoline-4-carbonitrile